CC(C(CSC#N)(O)C1=CC=CC=C1)C 3-methyl-2-phenyl-1-thiocyano-2-butanol